2-methyl-2-[4-(4,4,5,5-tetramethyl-1,3,2-dioxaborolan-2-yl)-1H-pyrazol-1-yl]propan-1-ol CC(CO)(C)N1N=CC(=C1)B1OC(C(O1)(C)C)(C)C